N1C[C@@H](CCC1)N(C=O)C1=CC=C(OCCC(=O)O)C=C1 3-(4-(N-((R)-piperidin-3-yl)formamidyl)phenoxy)propanoic acid